NC1=C(C=C(C=C1)[B])C1=CC=CC=C1 4-amino-3-phenyl-phenylboron